CNCC(C)(C)C N,2,2-trimethyl-1-propylamine